pyridineamidohafnium N1=C(C=CC=C1)C(=O)N[Hf]